6-[3-[(2S)-2-[(tert-butoxycarbonyl)amino]-4-carbamoylbutoxy]-2,6-difluorophenyl]hexanoic acid C(C)(C)(C)OC(=O)N[C@H](COC=1C(=C(C(=CC1)F)CCCCCC(=O)O)F)CCC(N)=O